BrC1=C(C(=C(C=C1)C=1C(=NN(C1)CC(CO)C)C(F)(F)F)F)F 3-[4-(4-bromo-2,3-difluoro-phenyl)-3-(trifluoromethyl)pyrazol-1-yl]-2-methyl-propan-1-ol